7-bromo-1-oxo-1H-isoquinoline-2,3-dicarboxylic acid 2-tert-butyl ester 3-methyl ester COC(=O)C=1N(C(C2=CC(=CC=C2C1)Br)=O)C(=O)OC(C)(C)C